C1=NC=CC2=C(C=CC=C12)C=1C=NC=2CCN=CC2C1 3-(isoquinolin-5-yl)-7,8-dihydro-1,6-naphthyridin